N-((1s,3s)-3-((2-(2,6-dioxopiperidin-3-yl)-1,3-dioxoisoquinolin-4-yl)amino)cyclobutyl)-5-(4-((7-Ethyl-6-oxo-5,6-dihydro-1,5-naphthyridin-3-yl)methyl)piperazin-1-yl)pyridine-2-Formamide O=C1NC(CC[C@@H]1N1C(C2=CC=CC=C2C(C1=O)NC1CC(C1)NC(=O)C1=NC=C(C=C1)N1CCN(CC1)CC=1C=NC=2C=C(C(NC2C1)=O)CC)=O)=O